O1C(C1)CC1=CC=C(C(=C1)C=1C(=CC=C(C1)CC1OC1)C1=CC=CC=C1C(=O)[O-])C1=CC=CC=C1C(=O)[O-] 5,5'-bis(oxiran-2-ylmethyl)-[1,1'-biphenyl]-2,2'-dibenzoate